CP(=O)(C)C=1C=CC(=C(C(=O)N)C1)OCC#CC1=C(C2=C(S1)C(=CC=C2)N[C@H]2[C@H](CN(CC2)C)F)CC(F)(F)F 5-(dimethylphosphoryl)-2-((3-(7-(((3S,4R)-3-fluoro-1-methylpiperidin-4-yl)amino)-3-(2,2,2-trifluoroethyl)benzo[b]thiophen-2-yl)prop-2-yn-1-yl)oxy)benzamide